2'-((cyclopropylmethyl)amino)-N-(1-methyl-3-(pyridin-2-yl)-1H-pyrazol-4-yl)-[2,4'-bipyridine]-6-carboxamide C1(CC1)CNC1=NC=CC(=C1)C1=NC(=CC=C1)C(=O)NC=1C(=NN(C1)C)C1=NC=CC=C1